BrC(C(=O)NC1=NC=C(C=C1)OC1=NC(=CC=C1)OC)C 2-bromo-N-(5-((6-methoxypyridin-2-yl)oxy)pyridin-2-yl)propanamide